C(C)OC(=O)C=1SC(=C(N1)C(=O)O)C1=CC=C(C2=CC=CC=C12)S(N[C@H](C(F)(F)F)C)(=O)=O (S)-2-(ethoxycarbonyl)-5-(4-(N-(1,1,1-trifluoropropan-2-yl)sulfamoyl)naphthalen-1-yl)thiazole-4-carboxylic acid